3-[(1S,2R)-2-Boranoyl cyclopropyl]-6-[(1-{[(2S)-4,4-dimethylmorpholin-4-ium-2-yl] acetyl} azetidin-3-yl) oxy]-2-hydroxybenzoate B(=O)[C@H]1[C@H](C1)C=1C(=C(C(=O)[O-])C(=CC1)OC1CN(C1)C(C[C@H]1C[N+](CCO1)(C)C)=O)O